C(C)(C)(C)C1=CC=C(C=C1)C1OC(C=N1)=O 2-(4-(tert-butyl)phenyl)-5-oxooxazol